(racemic)-trans-3-amino-4-(3-boronopropyl)-1-(N-(2-(methylamino)ethyl)sulfamoyl)pyrrolidine-3-carboxylic acid, 2,2,2-trifluoroacetic acid salt FC(C(=O)O)(F)F.N[C@@]1(CN(C[C@H]1CCCB(O)O)S(NCCNC)(=O)=O)C(=O)O |r|